FC1=CC=C(C=C1)C=1N=COC1C1=CC=C(C=C1)F 4,5-di-(4-fluorophenyl)oxazole